(3r,4s)-1-((2-chloro-4-(trifluoromethyl)phenyl)sulfonyl)-4-((6-chloropyridin-3-yl)sulfonyl)-3-(hydroxymethyl)pyrrolidin-3-ol ammonium cerium (ii) acetate C(C)(=O)[O-].[Ce+2].[NH4+].ClC1=C(C=CC(=C1)C(F)(F)F)S(=O)(=O)N1C[C@@]([C@H](C1)S(=O)(=O)C=1C=NC(=CC1)Cl)(O)CO.C(C)(=O)[O-].C(C)(=O)[O-]